NC1=NC=C(C(=N1)C1=CC=C(C=C1)NC1=NC(=NC=C1)NCC1=C(C=CC=C1)F)C N4-(4-(2-amino-5-methylpyrimidin-4-yl)phenyl)-N2-(2-fluorobenzyl)pyrimidine-2,4-diamine